CC1CC(C(N(C1)C(=O)OC(C)(C)C)=O)C(=O)C1=CC2=C(N(N=C2)C2OCCCC2)S1 tert-Butyl 5-methyl-2-oxo-3-(1-tetrahydropyran-2-ylthieno[2,3-c]pyrazole-5-carbonyl)piperidine-1-carboxylate